4-[5-chloro-6-oxo-2-(4-pyridinyl)-1H-pyrimidin-4-yl]-1,4-diazepan-1-carbaldehyde ClC1=C(N=C(NC1=O)C1=CC=NC=C1)N1CCN(CCC1)C=O